3-(2-(3-(Morpholinomethyl)phenyl)thieno[3,2-b]pyridin-7-ylamino)phenol O1CCN(CC1)CC=1C=C(C=CC1)C1=CC2=NC=CC(=C2S1)NC=1C=C(C=CC1)O